COCCNCCC(=O)NC1=C(C2=C(C(N(C(C2)C)C(=O)OC(C)(C)C)C)S1)C=1SC2=C(N1)C=C(C=C2)C2=CC=NC=C2 tert-Butyl 2-(3-((2-methoxyethyl)amino)propanamido)-5,7-dimethyl-3-(5-(pyridin-4-yl)benzo[d]thiazol-2-yl)-4,7-dihydrothieno[2,3-c]pyridine-6(5H)-carboxylate